CC=1C=C(C=CC1OC1=CC2=C(N(C=N2)C)C=C1)NC1=NC=NC=C1C#CC1N(CCCC1)C(C#C[Si](C)(C)C)=O 1-(2-((4-((3-methyl-4-((1-methyl-1H-benzimidazol-5-yl)oxy)phenyl)amino)pyrimidin-5-yl)ethynyl)piperidin-1-yl)-3-(trimethylsilyl)prop-2-yn-1-one